C(CO)(=O)N glycolic amide